3-(5-(((1R,2S)-2-(4-methylpiperidin-1-yl)cyclopentyl)oxy)-1-oxoisoindolin-2-yl)piperidine-2,6-dione CC1CCN(CC1)[C@@H]1[C@@H](CCC1)OC=1C=C2CN(C(C2=CC1)=O)C1C(NC(CC1)=O)=O